N-(3-(2-((1,3,4-thiadiazol-2-yl)amino)-8,9-dihydroimidazo[1',2':1,6]pyrido[2,3-d]pyrimidin-6-yl)-4-methylphenyl)-4-(trifluoromethyl)pyridineamide S1C(=NN=C1)NC=1N=CC2=C(N1)N1C(C(=C2)C=2C=C(C=CC2C)NC(=O)C2=NC=CC(=C2)C(F)(F)F)=NCC1